(1,4,7-trimethyl-1,4,7-triazacyclononane) CN1CCN(CCN(CC1)C)C